CC1(CN(C1)C(=O)OC(C)(C)C)C=CC1=CC=C(C=C1)C(F)(F)F tert-butyl 3-methyl-3-(4-(trifluoromethyl)styryl)azetidine-1-carboxylate